C(C=C)(=O)OCCCCCCCCCCCC[SiH2]C(Cl)Cl acryloxydodecyldichloromethylsilane